OC=1C=C2C=C(C=NC2=CC1)C(=O)O 6-Hydroxyquinoline-3-carboxylic acid